[Na].CC1(CC=2C(CCCC2CC1C)(C)C)C(C)=O 1-(1,2,3,4,5,6,7,8-octahydro-2,3,8,8-tetramethyl-2-naphthalenyl)ethanone sodium